C1(CC1)CN1CCC(CC1)CC1=CC=C(COC2=C3CN(C(C3=CC=C2)=O)C2C(NC(CC2)=O)=O)C=C1 3-{4-[4-(1-Cyclopropylmethyl-piperidin-4-ylmethyl)-benzyloxy]-1-oxo-1,3-dihydro-isoindol-2-yl}-piperidine-2,6-dione